4-(fluoromethyl)-3-iodo-1-(4-methyl-benzenesulfonyl)-1H-pyrrolo[3,2-c]pyridine FCC1=NC=CC2=C1C(=CN2S(=O)(=O)C2=CC=C(C=C2)C)I